(2S)-2-[(2S)-2-[[(tert-butoxy)carbonyl](methyl)amino]propanamido]-2-cyclohexylacetic acid C(C)(C)(C)OC(=O)N([C@H](C(=O)N[C@H](C(=O)O)C1CCCCC1)C)C